QUINOLINE-5-CARBALDEHYDE N1=CC=CC=2C(=CC=CC12)C=O